(R)-3-hydroxy-1-methyl-3-(3-(6-(2-(methylsulfonyl)pyrimidin-4-yl)pyridin-2-yl)isoxazol-5-yl)pyrrolidin-2-one-4,5-d O[C@@]1(C(N(C(C1[2H])[2H])C)=O)C1=CC(=NO1)C1=NC(=CC=C1)C1=NC(=NC=C1)S(=O)(=O)C